FC(CN1N=NC2=C1C=C(C=C2)C2=CNC=1N=C(N=CC12)NC1CCC(CC1)C(=O)N(C)C)F 4-((5-(1-(2,2-difluoroethyl)-1H-benzo[d][1,2,3]triazol-6-yl)-7H-pyrrolo[2,3-d]pyrimidin-2-yl)amino)-N,N-dimethylcyclohexane-1-carboxamide